N-(4-cyano-2-(1H-pyrazol-1-yl)phenyl)-2-(4-((1-(2-(2,6-dioxopiperidine-3-yl)-1,3-dioxoisoindoline-5-yl)azetidin-3-yl)ethynyl)-1H-pyrazol-1-yl)-2-methylpropaneAmide C(#N)C1=CC(=C(C=C1)NC(C(C)(C)N1N=CC(=C1)C#CC1CN(C1)C=1C=C2C(N(C(C2=CC1)=O)C1C(NC(CC1)=O)=O)=O)=O)N1N=CC=C1